NC1=NC=CC(=C1)C=1OC=C(N1)C(=O)NC=1C(=NN(C1)C1=CC=C(C=C1)C(NCCOCCOCCNC1=C2C(N(C(C2=CC=C1)=O)C1C(NC(CC1)=O)=O)=O)=O)C(N)=O 2-(2-Amino-4-pyridyl)-N-[3-carbamoyl-1-[4-[2-[2-[2-[[2-(2,6-dioxo-3-piperidyl)-1,3-dioxo-isoindolin-4-yl]amino]ethoxy]ethoxy]ethylcarbamoyl]phenyl]pyrazol-4-yl]oxazole-4-carboxamide